2-(2'-hydroxy-5'-methacryloxy-phenylphenyl)-2H-benzotriazole OC1=C(C=C(C=C1)OC(C(=C)C)=O)C1=C(C=CC=C1)N1N=C2C(=N1)C=CC=C2